1-((dimethylamino)(morpholino))oxypyrrolidine CN(C)C1OCCN(C1)ON1CCCC1